FC(CN1N=CC=2C=NC(=CC21)[C@@H]2[C@H](C2)C=2C=1N(N=C(C2)C=2C(NC(NC2)=O)=O)C=CN1)(F)F 5-(8-((1S,2S)-2-(1-(2,2,2-trifluoroethyl)-1H-pyrazolo[4,3-c]pyridin-6-yl)cyclopropyl)imidazo[1,2-b]pyridazin-6-yl)pyrimidine-2,4(1H,3H)-dione